NC=1C=C(C(=NC1)S(=O)(=O)NC=1SC(=C(N1)C1=CC(=C(C=C1)F)F)Cl)C 5-amino-N-(5-chloro-4-(3,4-difluorophenyl)thiazol-2-yl)-3-methylpyridine-2-sulfonamide